C(C1=CC=CC=C1)[C@@H]1[C@H](OC(O1)(CC)CC)CCNS(=O)(=O)OC(C)(C)C1=C(C=C(C=C1)OC)C1=CC(=CC=C1)OC 2-(3',5-dimethoxybiphenyl-2-yl)propan-2-ol 2-((4R,5R)-5-benzyl-2,2-diethyl-1,3-dioxolan-4-yl)ethyl-sulfamate